1-((3-(4,4-bis(ethoxymethyl)cyclohexyl)-1H-pyrazol-4-yl)methyl)-N1,N2-dimethylethane-1,2-diamine C(C)OCC1(CCC(CC1)C1=NNC=C1CC(CNC)NC)COCC